ClC1=C(C(=CC=C1)C1=NC2=C(N1)C=C(C(=C2)F)OC)C=2C(=CC(=CC2)C(=O)N2CC1=CC=CC=C1CC2)C(=O)O (S)-2'-chloro-6'-(5-fluoro-6-methoxy-1H-1,3-benzodiazol-2-yl)-4-(1,2,3,4-tetrahydroisoquinoline-2-carbonyl)-[1,1'-biphenyl]-2-carboxylic acid